8-methyl-N-[2-(4-methylpiperazin-1-yl)ethyl]-2-(pyridin-2-ylmethyl)-4,5-dihydro-2H-furo[2,3-g]indazole-7-carboxamide CC1=C(OC=2CCC3=CN(N=C3C21)CC2=NC=CC=C2)C(=O)NCCN2CCN(CC2)C